(4-((2-(1H-pyrazol-4-yl)ethyl)amino)-5,6-dimethylpyrimidin-2-yl)(3-hydroxy-3-(trifluoromethyl)azetidin-1-yl)methanone N1N=CC(=C1)CCNC1=NC(=NC(=C1C)C)C(=O)N1CC(C1)(C(F)(F)F)O